CC1=CC=C(C=C1)NC(CO)CO p-methyl-phenylserinol